C1=CC=CC=2C3=CC=CC=C3N(C12)CCCCP(O)(O)=O (4-(9H-carbazole-9-yl)butyl)phosphonic acid